CS(=O)(=O)C=1C=NC=CC1 3-(methylsulfonyl)pyridine